(1S,5S)-3-Boc-3,6-diazabicyclo[3.2.0]heptane C(=O)(OC(C)(C)C)N1C[C@@H]2CN[C@@H]2C1